ClC1=CC=C(C=C1)C1C2C(N3C1=C(C=1C=CC=CC31)C)(C3=CC=CC=C3C2=O)C=2NC3=CC=CC=C3C2C 11-(4-chlorophenyl)-10-methyl-4b-(3-methyl-1H-indol-2-yl)-11,11a-dihydroindeno[2',1':4,5]pyrrolo[1,2-a]indol-12(4bH)-one